ClC1=CC(=C(C=N1)C=1C=NC(=CC1)CN1C[C@H](CC1)F)N1C[C@H](CCC1)O (S)-1-(6-chloro-6'-(((S)-3-fluoropyrrolidin-1-yl)methyl)-[3,3'-bipyridin]-4-yl)piperidin-3-ol